trans-3-amino-4-methylpyrrolidine N[C@@H]1CNC[C@H]1C